FC1=C(C=CC(=C1F)OC1(CCC1)C)NC=1C2=C(N=CN1)C=CC(=N2)O[C@@H]2CN(CC2)C(C=C)=O (S)-1-(3-((4-((2,3-difluoro-4-(1-methylcyclobutoxy)phenyl)-amino)pyrido[3,2-d]pyrimidin-6-yl)oxy)pyrrolidin-1-yl)prop-2-en-1-one